bis(2-hydroxy-3,5-di-tert-butyl-4-methylphenyl)propane OC1=C(C=C(C(=C1C(C)(C)C)C)C(C)(C)C)C(C)(C)C1=C(C(=C(C(=C1)C(C)(C)C)C)C(C)(C)C)O